4-(2-dibenzofuranyl)biphenyl C1=C(C=CC=2OC3=C(C21)C=CC=C3)C3=CC=C(C=C3)C3=CC=CC=C3